FC(C=1C=CC(=NC1)OC1=CC=C(C=C1)NC(=S)NC(=O)C=1OC=CC1)(F)F N-[(4-(5-trifluoromethylpyridine-2-oxy)phenyl)thiocarbamoyl]furan-2-carboxamide